3-carbamoyl-2-pyrazinecarboxylic acid C(N)(=O)C=1C(=NC=CN1)C(=O)O